ClC1=CC=C(C=C1)C1=NNC2=CC(=CC=C12)N1[C@@H]([C@H](CC1=O)NC(=O)C1CC1)C1=CC=CC=C1 |r| N-[rac-(2R,3S)-1-[3-(4-chlorophenyl)-1H-indazol-6-yl]-5-oxo-2-phenylpyrrolidin-3-yl]cyclopropanecarboxamide